2-[(3S)-3-methylmorpholin-4-yl]-8-(2-tetrahydropyran-2-ylpyrazol-3-yl)-1,7-naphthyridin-4-ol C[C@@H]1N(CCOC1)C1=NC2=C(N=CC=C2C(=C1)O)C=1N(N=CC1)C1OCCCC1